NC1=NN2C(N=CC=C2)=C1C(=O)NC(C)C=1C=C(C2=CNN=C2C1N1CC(CC1)O)Cl 2-Amino-N-{1-[4-chloro-7-(3-hydroxypyrrolidin-1-yl)-2H-indazol-6-yl]ethyl}pyrazolo[1,5-a]pyrimidine-3-carboxamide